sinapyl-malic acid C(\C=C\C1=CC(OC)=C(O)C(OC)=C1)C(C(=O)O)(O)CC(=O)O